(S)-3-amino-4-(2-fluorophenyl)-butyric acid N[C@H](CC(=O)O)CC1=C(C=CC=C1)F